B1(OCCC2=C1C=CC=C2)O 3,4-dihydro-1H-benzo[c][1,2]oxaborinin-1-ol